methyl N-[5-[6-[(4-fluorophenyl)-isopropyl-carbamoyl]imidazo[1,2-a]pyridin-3-yl]-2-pyridyl]carbamate FC1=CC=C(C=C1)N(C(=O)C=1C=CC=2N(C1)C(=CN2)C=2C=CC(=NC2)NC(OC)=O)C(C)C